calcium cyanide [C-]#N.[Ca+2].[C-]#N